ClC=1C=C(NC2(CCC3(C(CC4=CC=CC=C34)C3=CC=C(C=C3)OC)CC2)C(=O)O)C=CC1 4-(3-Chloroanilino)-2'-(4-methoxyphenyl)-2',3'-dihydrospiro[cyclohexane-1,1'-indene]-4-carboxylic acid